(7-Chloro-1H-benzo[d]imidazol-2-yl)(8-methyl-3-(trifluoromethyl)-5,6-dihydroimidazo[1,5-a]pyrazin-7(8H)-yl)methanone ClC1=CC=CC2=C1NC(=N2)C(=O)N2C(C=1N(CC2)C(=NC1)C(F)(F)F)C